C1=CC=CC=2C3=CC=CC=C3C(C12)COC(=O)N[C@@H](CC1=CC=CC=C1)C(=O)O (9-fluorenylmethoxycarbonyl)-L-phenylalanine